F[C@H]1[C@](C[C@]2(CN(C(O2)=O)C2=NC=C(N=C2)C(C)(C)O)CC1)(C)CN1C=NC2=C1C=C(C=C2)C#N (((5S,7S,8R)-8-Fluoro-3-(5-(2-hydroxypropan-2-yl)pyrazin-2-yl)-7-methyl-2-oxo-1-oxa-3-azaspiro[4.5]decan-7-yl)methyl)-1H-benzo[d]imidazole-6-carbonitrile